CC1=NN(C2=CC(=CC=C12)/C=C/C(=O)OC)C1OCCCC1 methyl (2E)-3-[3-methyl-1-(oxan-2-yl) indazol-6-yl]prop-2-enoate